2-{[(3-ethyl-5-methanesulfonylimidazol-4-yl)methyl]sulfanyl}-3H,5H,6H,7H-cyclopenta[d]pyrimidin-4-one trifluoroacetate salt FC(C(=O)O)(F)F.C(C)N1C=NC(=C1CSC=1NC(C2=C(N1)CCC2)=O)S(=O)(=O)C